magnesium octadecyl benzenesulfonate C1(=CC=CC=C1)S(=O)(=O)OCCCCCCCCCCCCCCCCCC.[Mg]